FC=1C=C(C=C(C1F)O)N1N=CC2=CC(=CC=C12)C1(CCN(CC1)S(=O)(=O)C)C(=O)N(C)C 4-(1-(3,4-Difluoro-5-hydroxyphenyl)-1H-indazol-5-yl)-N,N-dimethyl-1-(methylsulfonyl)piperidine-4-carboxamide